3,5-dibromo-N-(6-(3,3-dimethylbutyl)-6-azaspiro[2.5]oct-1-yl)benzamide BrC=1C=C(C(=O)NC2CC23CCN(CC3)CCC(C)(C)C)C=C(C1)Br